OCCN(C1=NC=CC(=C1)C=1C=NC(=CC1)NC(CC1=CC(=CC=C1)OC)=O)C N-(2'-((2-hydroxyethyl)(methyl)amino)-[3,4'-bipyridyl]-6-yl)-2-(3-methoxyphenyl)acetamide